C(C)(C)(C)OOC(=O)C=1C=C(C(=O)C2=CC=C(C=C2)C(=O)OOC(C)(C)C)C=CC1C(=O)OOC(C)(C)C 3,4,4'-tri(tert-butylperoxycarbonyl)benzophenone